methyl 2-[[1-[(1R)-1-(hydroxymethyl)propyl]-[7-isopropyl-4-[[4-(2-pyridyl)phenyl]methylamino]pyrrolo[2,3-d]pyrimidin-2-yl]amino]methyl]prop-2-enoate OC[C@@H](CC)N1C(N=C(C2=C1N(C=C2)C(C)C)NCC2=CC=C(C=C2)C2=NC=CC=C2)NCC(C(=O)OC)=C